CN(C1=CC=C(C=C1)N=C1C=CC(C2=CC=CC=C12)=O)C 4-[4-(dimethylamino)phenyl]iminonaphthalen-1-one